O[C@@H]1C[C@H](C1)C(=O)OC methyl trans-3-hydroxycyclobutylcarboxylate